N,N-diethyl-5-(1-oxo-1,2-dihydrophthalazin-6-yl)-2-naphthamide C(C)N(C(=O)C1=CC2=CC=CC(=C2C=C1)C=1C=C2C=NNC(C2=CC1)=O)CC